NC1=NC=C(C2=C1C(=C(N2C)C2=CC=C(C=C2)NC(C(=C)F)=O)C2=CC(=C(C=C2)C(=O)NCC(F)(F)F)OC)C#CC(=O)O 3-(4-amino-2-{4-[(2-fluoro-1-oxoprop-2-enyl)amino]phenyl}-3-(3-methoxy-4-{[(2,2,2-trifluoroethyl)amino]carbonyl}phenyl)-1-methylpyrrolo[3,2-c]pyridin-7-yl)prop-2-ynoic acid